tert-Butyl 4-(4-(2-bromopyridin-4-yl)-5-(4-fluorophenyl)-1H-pyrrol-2-yl)-4-methylpiperidine-1-carboxylate BrC1=NC=CC(=C1)C=1C=C(NC1C1=CC=C(C=C1)F)C1(CCN(CC1)C(=O)OC(C)(C)C)C